5,16-Pregnadien-20-one CC(C1=CC[C@H]2[C@@H]3CC=C4CCCC[C@]4(C)[C@H]3CC[C@]12C)=O